C1(=CC=CC=C1)C(C(=O)OCCCCCCCCCCCCOS(=O)(=O)CC1=CC=CC=C1)C1=CC=CC=C1 12-toluenesulfonyloxy-dodecyl 2,2-diphenylacetate